C(C1CO1)OCCCCC[Si](OC)(OC)OC 5-glycidoxypentyl-trimethoxysilane